3-(4-(cyclohexylamino)-6-((2-methoxy-4-morpholinophenyl)amino)-1H-pyrazolopyrimidin-3-yl)benzamide C1(CCCCC1)NN1CN(C=C2C1=C(NN2)C=2C=C(C(=O)N)C=CC2)NC2=C(C=C(C=C2)N2CCOCC2)OC